3-(1-(3-chloropyridin-4-yl)-2,5-dimethyl-1H-pyrrol-3-yl)-2-(6-methoxy-3H-imidazo[4,5-c]pyridin-2-yl)acrylonitrile ClC=1C=NC=CC1N1C(=C(C=C1C)C=C(C#N)C1=NC2=C(C=NC(=C2)OC)N1)C